CC=1C=NN(C1)C[C@@H]1N2C=3C(=C(SC3C(NC1)=O)C=1C=NNC1)OCC2 (R)-6-((4-methyl-1H-pyrazol-1-yl)methyl)-2-(1H-pyrazol-4-yl)-4,5,7,8-tetrahydro-3-oxa-1-thia-5a,8-diazabenzo[cd]azulen-9(6H)-one